2,4-dihydro-3H-pyrazol-3-one N=1NC(CC1)=O